FC1=C(C(=O)Cl)C(=C(C(=C1F)C(=O)Cl)F)F 2,3,5,6-tetrafluoroterephthaloyl chloride